(S)-(6,7-dihydro-5H-cyclopenta[B]pyridine) N1=C2C(=CC=C1)CCC2